4-((6-(N-(6-(o-tolyl)-5-(trifluoromethyl)pyridin-2-yl)sulfamoyl)pyridin-2-yl)amino)cyclohexanecarboxylic acid C1(=C(C=CC=C1)C1=C(C=CC(=N1)NS(=O)(=O)C1=CC=CC(=N1)NC1CCC(CC1)C(=O)O)C(F)(F)F)C